4-(7H-benzo[c]phenothiazine-7-yl)aniline tert-butyl-3-(5-(ethoxycarbonyl)pyrimidin-2-yl)-3,8-diazabicyclo[3.2.1]octane-8-carboxylate C(C)(C)(C)OC(=O)N1C2CN(CC1CC2)C2=NC=C(C=N2)C(=O)OCC.C2=CC=CC=1C=CC=3N(C=4C=CC=CC4SC3C12)C1=CC=C(N)C=C1